1-(tert-butyl)-5-fluoro-N-(2-fluoro-4-methyl-5-(8-morpholinylimidazo[1,2-a]pyridin-6-yl)phenyl)-1H-pyrazole-4-carboxamide C(C)(C)(C)N1N=CC(=C1F)C(=O)NC1=C(C=C(C(=C1)C=1C=C(C=2N(C1)C=CN2)N2CCOCC2)C)F